FC1(CN(CC1)C1=NC=CC(=C1)OC1=CC(=C(C=C1)NC(OCCCC)=O)F)F Butyl N-[4-[[2-(3,3-difluoropyrrolidin-1-yl)-4-pyridyl]oxy]-2-fluoro-phenyl]carbamate